C(=O)C1=CC(=CN1)C#N 5-FORMYL-1H-PYRROLE-3-CARBONITRILE